N1=C(C=CC=C1)SSC(C(=O)OCCCCCCCCCCCCCCCC)CC(=O)OCCCCCCCCCCCCCCCC dihexadecyl 2-(pyridin-2-yldisulfaneyl)succinate